N,N,2-trimethyl-1-benzyl-4-[(phenylmethyl)oxy]-1H-benzimidazole-6-carboxamide CN(C(=O)C=1C=C(C2=C(N(C(=N2)C)CC2=CC=CC=C2)C1)OCC1=CC=CC=C1)C